(3-Amino-6-bromo-5-cyclopropylpyridin-2-yl)(7-fluoro-1H-indazol-4-yl)methanone NC=1C(=NC(=C(C1)C1CC1)Br)C(=O)C1=C2C=NNC2=C(C=C1)F